3-bromo-8-chloro-6-(2-fluorophenyl)-4H-pyrazolo[1,5-a][1,4]benzodiazepine-2-carboxylic Acid BrC=1C(=NN2C1CN=C(C1=C2C=CC(=C1)Cl)C1=C(C=CC=C1)F)C(=O)O